C(C)(C)(C)OC(=O)N1N=C(C2=CC(=CC=C12)Br)N(C(=O)OC(C)(C)C)C(=O)OC(C)(C)C.N1=CC(=CC=C1)CC1=C2CC(CN(C2=CC=C1)C1=CC=C(C=C1)C(F)(F)F)NC(C=C)=O N-(5-(pyridin-3-yl-methyl)-1-(4-(trifluoromethyl)phenyl)-1,2,3,4-tetrahydroquinolin-3-yl)acrylamide tert-butyl-3-[di(tert-butoxycarbonyl)amino]-5-bromo-1H-indazole-1-carboxylate